4-difluoromethyl-aniline FC(C1=CC=C(N)C=C1)F